1H-benzotriazol-1-yl-oxytris(dimethylamino)phosphonium hexafluorophosphate F[P-](F)(F)(F)(F)F.N1(N=NC2=C1C=CC=C2)O[P+](N(C)C)(N(C)C)N(C)C